[Co+2].BrC=1C=C(OCC2OC2)C=CC1 2-((3-bromophenoxy)methyl)oxirane cobalt (II)